2-(2-fluoro-5-methylpyridin-3-yl)-N-[(3S)-9-fluoro-2-oxo-5-phenyl-1,3-dihydro-1,4-benzodiazepine-3-yl]-6,7-dihydro-5H-pyrazolo[5,1-b][1,3]Oxazine-3-carboxamide FC1=NC=C(C=C1C1=NN2C(OCCC2)=C1C(=O)N[C@@H]1C(NC2=C(C(=N1)C1=CC=CC=C1)C=CC=C2F)=O)C